ONC(=O)C1=CC2=C(CN([C@H](CO2)C=2C=NC=CC2)C(=O)C2CCOCC2)C=C1 (S)-N-hydroxy-3-(pyridin-3-yl)-4-(tetrahydro-2H-pyran-4-carbonyl)-2,3,4,5-tetrahydrobenzo[f][1,4]oxazepine-8-carboxamide